FC=1C=NC(NC1)=O 5-fluoro-pyrimidin-2-one